4-(1-(2-cyanoacetyl)-2,5-dihydro-1H-pyrrol-3-yl)-1H-pyrrolo[2,3-b]pyridin C(#N)CC(=O)N1CC(=CC1)C1=C2C(=NC=C1)NC=C2